9,9-dimethylanthracen CC1(C2=CC=CC=C2CC=2C=CC=CC12)C